Tetramethyl-piperidinol tert-butyl-(1-(3-(2-(2,6-dioxopiperidin-3-yl)-1,3-dioxoisoindolin-4-yl)prop-2-yn-1-yl)piperidin-4-yl)carbamate C(C)(C)(C)N(C(O)=O)C1CCN(CC1)CC#CC1=C2C(N(C(C2=CC=C1)=O)C1C(NC(CC1)=O)=O)=O.CC1(C(N(CCC1)O)(C)C)C